BrC=1C=CC2=C(C(=N[C@H](C=3N2C(=NN3)SCN3CCOCC3)CCC(=O)OC)C3=C(C=CC=C3)Cl)C1 methyl (S)-3-(8-bromo-6-(2-chlorophenyl)-1-((morpholinomethyl)thio)-4H-benzo[f][1,2,4]triazolo[4,3-a][1,4]diazepin-4-yl)propionate